6-chloro-3-cyclopropyl-1H-pyrazolo[4,3-c]pyridine ClC1=CC2=C(C=N1)C(=NN2)C2CC2